trimethylolpropane tris(3-mercaptoisobutyrate) mercaptoisobutyrate SC(C(=O)O)(C)C.SCC(C(=O)O)C.SCC(C(=O)O)C.SCC(C(=O)O)C.C(O)C(CC)(CO)CO